N-(3-chloro-5-(1-(4-fluorophenyl)-1H-pyrazol-4-yl)benzyl)-8-cyclopentyl-7H-purine-6-carboxamide ClC=1C=C(CNC(=O)C2=C3NC(=NC3=NC=N2)C2CCCC2)C=C(C1)C=1C=NN(C1)C1=CC=C(C=C1)F